4-[3-(aminomethyl)-[1,2,4]triazolo[4,3-a]pyridin-8-yl]-3-(2-methyl-5-pyridin-2-ylpyrazol-3-yl)oxybenzonitrile NCC1=NN=C2N1C=CC=C2C2=C(C=C(C#N)C=C2)OC=2N(N=C(C2)C2=NC=CC=C2)C